S(=O)([O-])F.S(=O)([O-])F.[Li+].C1(CC1)C=1N=NN(C1)[C@H](C(=O)N1[C@@H](C[C@H](C1)O)C(=O)N[C@H]([C@@H](C1=CC=CC=C1)O)C1=CC=CC=C1)C(C)(C)C.[Li+] (2S,4r)-1-[(2S)-2-(4-cyclopropyl-triazol-1-yl)-3,3-dimethyl-butyryl]-4-hydroxy-N-[(1S,2r)-2-hydroxy-1,2-diphenyl-ethyl]pyrrolidine-2-carboxamide lithium bis(fluorosulfite)